OC=1C=CC=2[C@@H]3OC4=C(C(=CC=C4[C@@H]3COC2C1)OC)OC 3-hydroxy-9,10-dimethoxy-pterocarpan